4-[(3-bromo-5-chloro-2-pyridinyl)methyl]-1-tert-butoxycarbonyl-piperidine-4-carboxylic acid sodium salt [Na+].BrC=1C(=NC=C(C1)Cl)CC1(CCN(CC1)C(=O)OC(C)(C)C)C(=O)[O-]